CC(C)[C@@H](C(=O)O)NC(=O)[C@H](CCSC)NC(=O)C The molecule is a dipeptide obtained by formal condensation of the carboxy group of N-acetyl-L-methionine with the amino group of L-valine. It is an acetamide and a dipeptide.